N(=NC1(C=CCCC1)C#N)C1(C=CCCC1)C#N 1,1'-Azobis(cyclohexenecarbonitrile)